2-methyl-6-[2-(piperidin-4-yl)-1,3-benzothiazol-6-yl]imidazo[1,2-b]pyridazine CC=1N=C2N(N=C(C=C2)C2=CC3=C(N=C(S3)C3CCNCC3)C=C2)C1